CC1=NN(C(=C1)C)C=1C=C(C=CC1)[C@H](CC(=O)OC)CN1CC2(C1)CCNCC2 methyl (S)-3-(3-(3,5-dimethyl-1H-pyrazol-1-yl)phenyl)-4-(2,7-diazaspiro[3.5]nonane-2-yl)butanoate